N[C@@H]1CN(CC12CC2)C(=O)OCC2=CC=CC=C2 benzyl (S)-7-amino-5-azaspiro[2.4]heptane-5-carboxylate